ClC=1C(=C(CNC(CN(C(CN2N=C(C3=CC=CC=C23)C(=O)N)=O)C2CCC2)=O)C=CC1)F 1-(2-((2-((3-chloro-2-fluorobenzyl)amino)-2-oxoethyl)(cyclobutyl)amino)-2-oxoethyl)-1H-indazole-3-carboxamide